COC=1C=C(C=C(C1OC)OC)N1C=NC(=C1)NC=1N=C(C2=C(N1)SC=N2)N2[C@@H](CCC2)C(=O)N (S)-1-(5-((1-(3,4,5-trimethoxyphenyl)-1H-imidazol-4-yl)amino)thiazolo[5,4-d]pyrimidin-7-yl)pyrrolidine-2-carboxamide